(3-((1r,3r)-3-cyano-1-((4-methyl-4H-1,2,4-triazol-3-yl)methyl)cyclobutyl)phenyl)carbamic acid tert-butyl ester C(C)(C)(C)OC(NC1=CC(=CC=C1)C1(CC(C1)C#N)CC1=NN=CN1C)=O